(3S,4S)-4-(4-(4-(dimethoxymethyl)piperidin-1-yl)phenyl)-3',4'-dihydro-2'H-spiro[isochromane-3,1'-naphthalen]-7-ol COC(C1CCN(CC1)C1=CC=C(C=C1)[C@H]1C2=CC=C(C=C2CO[C@@]12CCCC1=CC=CC=C21)O)OC